4-(2-ethyl-3-isopropyl-2H-indazol-5-yl)-5-fluoro-N-(5-(piperazin-1-ylmethyl)pyridin-2-yl)pyrimidin-2-amine C(C)N1N=C2C=CC(=CC2=C1C(C)C)C1=NC(=NC=C1F)NC1=NC=C(C=C1)CN1CCNCC1